C(C=C)N1N(C2=NC(=NC=C2C1=O)NC=1C=NN(C1)C)C1=NC(=CC=C1)OC1CCN(CC1)C allyl-1-[6-(1-methyl-4-piperidyloxy)-2-pyridyl]-6-(1-methyl-4-pyrazolylamino)-1,2-dihydro-3H-1,2,5,7-tetraazainden-3-one